BrCCCCCCOC(\C=C(\CCCCCCCCCC)/CCCCCCCC)=O (E)-6-Bromohexyl-3-octyltrideca-2-enoate